CC1=NN(C=C1C)CNC=O N-((3(s),4-dimethylpyrazol-1-yl)methyl)carboxamide